6-ethoxy-N-(5-((5-(4-(2-oxopyrrolidin-1-yl)phenyl)pyridin-2-yl)amino)pyridin-3-yl)nicotinamide C(C)OC1=NC=C(C(=O)NC=2C=NC=C(C2)NC2=NC=C(C=C2)C2=CC=C(C=C2)N2C(CCC2)=O)C=C1